CN(CCNC(C(CCSCCC(=O)OCC(CCCCCCCCCC)CCCCCCCC)NC(C(CCCCCCCC)CCCCCC)=O)=O)C 2-octyldodecyl 3-((4-((2-(dimethylamino)ethyl)amino)-3-(2-hexyldecanamido)-4-oxobutyl)thio)propanoate